((2-Aminopyrimidin-4-yl)(cyclopropyl)methyl)carbamic acid benzyl ester C(C1=CC=CC=C1)OC(NC(C1CC1)C1=NC(=NC=C1)N)=O